ethyl 5-oxo-4,5-dihydropyrazolo[1,5-a]pyrido[3,2-e]pyrimidine-2-carboxylate O=C1NC=2N(C3=C1C=CC=N3)N=C(C2)C(=O)OCC